[Cl-].N1(CCC1)C1=CC2=C(C(=C3C([Si]2(C)C)=CC(C=C3)=[N+]3CCC3)C3=C(C=CC=C3)CCl)C=C1 1-(7-(azetidin-1-yl)-10-(2-(chloromethyl)phenyl)-5,5-dimethyldibenzo[b,e]silin-3(5H)-ylidene)azetidin-1-ium chloride